C(C)OC(=O)C=1N=CN(C1)C(C)(C)C 1-tert-Butyl-1H-imidazole-4-carboxylic acid ethyl ester